1-(4-methoxybenzyl)-5-methyl-4-amino-1H-pyrazole-3-carboxylic acid ethyl ester C(C)OC(=O)C1=NN(C(=C1N)C)CC1=CC=C(C=C1)OC